CC1=NN2C(N(CCC2)C(CCC(=O)NC2=NC=C(C=C2)C2=NC=C(N=C2)C)=O)=C1 4-(2-methyl-6,7-dihydropyrazolo[1,5-a]pyrimidin-4(5H)-yl)-N-(5-(5-methylpyrazin-2-yl)pyridin-2-yl)-4-oxobutanamide